N-(5-((5-(4-hydroxyphenyl)-1H-pyrazol-3-yl)amino)-4-methylpyridin-2-yl)acetamide OC1=CC=C(C=C1)C1=CC(=NN1)NC=1C(=CC(=NC1)NC(C)=O)C